BrC=1C=C(C=CC1)C1(CC2(COC2)C1)C1=NN=CN1C 3-[6-(3-bromophenyl)-2-oxaspiro[3.3]heptan-6-yl]-4-methyl-1,2,4-triazole